(R)-2-methoxy-N-(3-(8-(6-methyl-2,6-diazaspiro[3.3]heptan-1-yl)-3-(2,2,2-trifluoroethyl)imidazo[1,2-a]pyridin-2-yl)prop-2-yn-1-yl)-4-(methylsulfonyl)aniline COC1=C(NCC#CC=2N=C3N(C=CC=C3[C@@H]3NCC34CN(C4)C)C2CC(F)(F)F)C=CC(=C1)S(=O)(=O)C